(E)-5-Bromo-6-(((dimethylamino)methylene)amino)-pyridine-2-carboxylic acid methyl ester COC(=O)C1=NC(=C(C=C1)Br)/N=C/N(C)C